NCCCC1=NC(=C(C=2N=C(NC(C21)=O)S(=O)(=O)C)F)Cl 5-(3-aminopropyl)-7-chloro-8-fluoro-2-methylsulfonyl-3H-pyrido[4,3-d]pyrimidin-4-one